1-(1,3-dihydro-2H-isoindol-2-yl)-2-(1,3-thiazol-2-ylsulfonyl)ethanone C1N(CC2=CC=CC=C12)C(CS(=O)(=O)C=1SC=CN1)=O